tin boron oxygen bromine [Br].[O].[B].[Sn]